2-(7-((2S,5R)-2,5-diethyl-4-(1-(4-fluoro-2-(hydroxymethyl)phenyl)ethyl)piperazin-1-yl)-4-methyl-5-oxo-4,5-dihydro-2H-pyrazolo[4,3-b]pyridin-2-yl)acetonitrile C(C)[C@@H]1N(C[C@H](N(C1)C(C)C1=C(C=C(C=C1)F)CO)CC)C=1C=2C(N(C(C1)=O)C)=CN(N2)CC#N